2',4'-difluoro-4-hydroxybiphenyl-3-carboxylic acid FC1=C(C=CC(=C1)F)C1=CC(=C(C=C1)O)C(=O)O